3-(2-(3-bromophenyl)spiro[3.3]heptan-2-yl)-4-methyl-4H-1,2,4-triazole BrC=1C=C(C=CC1)C1(CC2(C1)CCC2)C2=NN=CN2C